14,17-Dihydroxy-tetracos-19-enoic acid OC(CCCCCCCCCCCCC(=O)O)CCC(CC=CCCCC)O